ClCCN1C=C(C2=CC=CC=C12)C1=C[N+](=C2N(C1=O)C=CC=C2)CC2=CN=C(S2)Cl 3-(1-(2-chloroethyl)-1H-indol-3-yl)-1-((2-chlorothiazol-5-yl)methyl)-4-oxo-4H-pyrido[1,2-a]pyrimidinium